NC1CCN(CC1)C([C@@H](C)NC(C1=C(C=C(C=C1)NC=1C=2N(C=CN1)C(=CN2)C=2C(=NN(C2)CC#N)C(F)(F)F)CC)=O)=O N-[(1R)-2-(4-amino-1-piperidyl)-1-methyl-2-oxo-ethyl]-4-[[3-[1-(cyanomethyl)-3-(trifluoromethyl)pyrazol-4-yl]imidazo[1,2-a]pyrazin-8-yl]amino]-2-ethyl-benzamide